ClC=1C=C(C=CC1)C(=C)NC(C)=O N-(1-(3-chlorophenyl)ethenyl)acetamide